2-(4-Carbamoyl-2-fluorophenyl)-N-[(3S)-9-fluoro-2-oxo-5-phenyl-1,3-dihydro-1,4-benzodiazepin-3-yl]-6,7-dihydro-5H-pyrazolo[5,1-b][1,3]oxazine-3-carboxamide C(N)(=O)C1=CC(=C(C=C1)C1=NN2C(OCCC2)=C1C(=O)N[C@@H]1C(NC2=C(C(=N1)C1=CC=CC=C1)C=CC=C2F)=O)F